2-(2,4-Dichloro-phenyl)-5-ethyl-1-[4-(5-hydroxy-pent-1-ynyl)-phenyl]-1H-imidazole-4-carboxylic acid morpholin-4-ylamide N1(CCOCC1)NC(=O)C=1N=C(N(C1CC)C1=CC=C(C=C1)C#CCCCO)C1=C(C=C(C=C1)Cl)Cl